C(C)OC1=CC=C(C2=C1OC(O2)(F)F)[C@H]2[C@@H](O[C@]([C@H]2C)(C(F)(F)F)C)C(=O)NC2=CC(=NC=C2)C(=O)OC |o1:14,15,17,18| methyl rel-4-((2R,3S,4S,5R)-3-(7-ethoxy-2,2-difluorobenzo[d][1,3]dioxol-4-yl)-4,5-dimethyl-5-(trifluoromethyl)tetrahydrofuran-2-carboxamido)picolinate